amyl 4-(dimethylamino)benzoate CN(C1=CC=C(C(=O)OCCCCC)C=C1)C